COC1=C(C=CC(=C1)OC)CNC1=NN=C(C2=CC(=CC=C12)C1=CC(=C(C=C1)CCOC1OCCCC1)B1OC(C(O1)(C)C)(C)C)C N-[(2,4-dimethoxyphenyl)methyl]-4-methyl-6-[4-[2-(oxan-2-yloxy)ethyl]-3-(4,4,5,5-tetramethyl-1,3,2-dioxaborolan-2-yl)phenyl]phthalazin-1-amine